ClC1=CC(=C(C=C1)C=1C(NC(NN1)=O)=O)OC 6-(4-chloro-2-methoxyphenyl)-1,2,4-triazin-3,5(2H,4H)-dione